CN1N=CC=C1C1=CC=2C(=NC=C(C2)C2CC(CC2)O)N1COCC[Si](C)(C)C 3-(2-(1-methyl-1H-pyrazol-5-yl)-1-((2-(trimethylsilyl)ethoxy)methyl)-1H-pyrrolo[2,3-b]pyridin-5-yl)cyclopentan-1-ol